(3-(4-methyl-6-((5-methyl-1H-pyrazol-3-yl)amino)pyrimidin-2-yl)-3,8-diazabicyclo[3.2.1]octane-8-yl)methanone CC1=NC(=NC(=C1)NC1=NNC(=C1)C)N1CC2CCC(C1)N2C=O